4-(prop-1-yn-1-yl)-1H-benzo[d]imidazole-6-carboxylic acid C(#CC)C1=CC(=CC=2NC=NC21)C(=O)O